bicyclo[4.3.0]nonanedimethanol C12(C(CCCC2CCC1)CO)CO